(Ra)-6-(1-((6-Cyanonaphthalin-2-yl)methyl)-4-fluoro-1H-indol-7-carboxamido)spiro[3.3]-heptan C(#N)C=1C=C2C=CC(=CC2=CC1)CN1C=CC2=C(C=CC(=C12)C(=O)NC1CC2(CCC2)C1)F